(S)-2,2-difluoro-2-(3-isopropylphenyl)-1-phenylethane FC(CC1=CC=CC=C1)(C1=CC(=CC=C1)C(C)C)F